ClC1=NNC2=CC(=C(C(=C12)C1=C(C=C2C(=NC(=NC2=C1F)OCC1(CC1)CN1C[C@@H](CC1)F)N1C[C@@]2(CC[C@H](C1)N2)C)F)C)Cl 7-(3,6-dichloro-5-methyl-1H-indazol-4-yl)-6,8-difluoro-2-((1-(((R)-3-fluoropyrrolidin-1-yl)methyl)cyclopropyl)methoxy)-4-((1S,5R)-1-methyl-3,8-diazabicyclo[3.2.1]octan-3-yl)quinazoline